4-bromo-2-(difluoromethyl)-N,N-dimethyl-benzenesulfonamide BrC1=CC(=C(C=C1)S(=O)(=O)N(C)C)C(F)F